(2s,3r)-p-methylsulfonylphenylserine CS(=O)(=O)C1=CC=C(C=C1)N[C@@H](CO)C(=O)O